CC1(C[C@@H]2CNC[C@H]1N(C2)C2=CC=C(C=C2)O)C 4-((1R,5S)-9,9-dimethyl-3,6-diazabicyclo[3.2.2]non-6-yl)phenol